ClC1=C(CNC=2C3=C(N=C(N2)N(C)C(C)C)C=CS3)C=CC=C1 N4-(2-chlorobenzyl)-N2-isopropyl-N2-methylthieno[3,2-d]pyrimidine-2,4-diamine